FC(OC=1C=C(C=CC1)CNC(=O)C=1N=NN(C1)CCCCC1=NN=C(S1)C(=O)NCC1CN(C1)C(=O)OC(C)(C)C)(F)F tert-butyl 3-{[(5-{4-[4-({[3-(trifluoromethoxy)phenyl]methyl} carbamoyl)-1H-1,2,3-triazol-1-yl] butyl}-1,3,4-thiadiazol-2-yl)formamido]methyl}azetidine-1-carboxylate